methyl 3,5-di-t-butyl-4-hydroxybenzoate C(C)(C)(C)C=1C=C(C(=O)OC)C=C(C1O)C(C)(C)C